cyclopentyl 4,4-dimethyl-7-(4-morpholinopiperidin-1-yl)-3,4-dihydroisoquinoline-2(1H)-carboxylate CC1(CN(CC2=CC(=CC=C12)N1CCC(CC1)N1CCOCC1)C(=O)OC1CCCC1)C